[Ag].[Si] silicon-silver